5-(N-((8-fluoro-1,2,3,5,6,7-hexahydro-s-indacen-4-yl)carbamoyl)sulfamoyl)-2-methylfuran-3-carboxylic acid FC=1C=2CCCC2C(=C2CCCC12)NC(=O)NS(=O)(=O)C1=CC(=C(O1)C)C(=O)O